CN(C1=NC=2N(C3=CC(=CC=C13)CN1CCOCC1)C=NN2)C2=CC=CC=C2 N-methyl-8-(morpholinomethyl)-N-phenyl-[1,2,4]triazolo[4,3-a]quinazolin-5-amine